C(C)OC(=O)C=1C(NC(=C(C1)Br)CBr)=C=O ethyl-6-bromomethyl-5-bromo-2-carbonyl-1,2-dihydropyridine-3-carboxylate